((2R,3S,4S,5R)-3,4,5-trihydroxy-6-methoxytetrahydro-2H-pyran-2-yl)methyl (E)-3-(4-(allyloxy)-3,5-dimethoxyphenyl)acrylate C(C=C)OC1=C(C=C(C=C1OC)/C=C/C(=O)OC[C@H]1OC([C@@H]([C@H]([C@@H]1O)O)O)OC)OC